3-(5-cyclopropyl-4-ethynyl-isoxazol-3-yl)-1-isopropyl-pyrazolo[3,4-d]pyrimidin-4-amine C1(CC1)C1=C(C(=NO1)C1=NN(C2=NC=NC(=C21)N)C(C)C)C#C